4-[9-[4-(4-aminophenyl)piperazin-1-yl]-3-azaspiro[5.5]undecan-3-yl]-N-(2,6-dioxo-3-piperidyl)-2-fluoro-benzamide NC1=CC=C(C=C1)N1CCN(CC1)C1CCC2(CCN(CC2)C2=CC(=C(C(=O)NC3C(NC(CC3)=O)=O)C=C2)F)CC1